N(=[N+]=[N-])[C@@H]1[C@H]([C@@H](SC2=CC(=CC=C2)Cl)O[C@@H]([C@@H]1O)CO)O 3-Chlorophenyl 3-azido-3-deoxy-1-thio-α-D-galactopyranoside